C(C)[C@H]1N(C[C@@H](N(C1)C=1C=2C(N(C(C1)=O)C)=CN(N2)CC#N)C)C(C)C2=CC=C1C(=N2)SC=C1 2-(7-((2S,5R)-5-ethyl-2-methyl-4-(1-(thieno[2,3-b]pyridin-6-yl)ethyl)piperazin-1-yl)-4-methyl-5-oxo-4,5-dihydro-2H-pyrazolo[4,3-b]pyridin-2-yl)acetonitrile